2-((3-cyclopropylisoxazol-5-yl)methyl)-6-(4-(difluoromethoxy)phenyl)pyridazine-3(2H)-one C1(CC1)C1=NOC(=C1)CN1N=C(C=CC1=O)C1=CC=C(C=C1)OC(F)F